4,5-Diaza-pyren C1=CC=C2N=NC3=CC=CC4=CC=C1C2=C34